5-(6-fluoro-1-methyl-[1,2,4]triazolo[4,3-a]quinazolin-5-yl)-9-(4,4,4-trifluoro-3,3-dimethylbut-1-yn-1-yl)-2,3,4,5-tetrahydrobenzo[b][1,4]oxazepine FC1=C2C(=NC=3N(C2=CC=C1)C(=NN3)C)N3C1=C(OCCC3)C(=CC=C1)C#CC(C(F)(F)F)(C)C